(E)-4-Cyclopropoxy-6-(6-(2-(5-cyclopropyl-3-(3,5-dichloropyridin-4-yl)isoxazol-4-yl)vinyl)-2-azaspiro[3.3]heptan-2-yl)chinolin C1(CC1)OC1=CC=NC2=CC=C(C=C12)N1CC2(C1)CC(C2)\C=C\C=2C(=NOC2C2CC2)C2=C(C=NC=C2Cl)Cl